ClC=1C=C2C(=CC1)N(C([C@]21C[C@@H](N[C@@H](C1)C=1N=NN(C1)C)C)=O)CC1=CC=C(C=C1)OC (2'S,3S,6'S)-5-chloro-1-[(4-methoxyphenyl)methyl]-2'-methyl-6'-(1-methyltriazol-4-yl)spiro[indoline-3,4'-piperidine]-2-one